CC1(CC(C2=C(C(=C(C=C12)[N+](=O)[O-])C)[N+](=O)[O-])(C)C)C 2,3-dihydro-1,1,3,3,5-pentamethyl-4,6-dinitro-1h-indene